C(C)(C)(C)OC(=O)C1=CC=C(C=C1)[C@@H]1CN(CC[C@H]1CC1=C2C=CN(C2=C(C=C1C)C)C(=O)OC(C)(C)C)CC tert-butyl 4-(((3R,4R)-3-(4-(tert-butoxycarbonyl) phenyl)-1-ethylpiperidin-4-yl) methyl)-5,7-dimethyl-1H-indole-1-carboxylate